NC=1C2=C(N=C(N1)[2H])C=CC(=N2)C=2C=C(C=CC2)C#C[C@]2(C(N(CC2)C)=O)O (R)-3-((3-(4-Aminopyrido[3,2-d]pyrimidin-6-yl-2-d)phenyl)ethynyl)-3-hydroxy-1-methylpyrrolidin-2-on